3-[6-fluoro-3-methyl-2-oxo-5-(4-piperidyl)benzimidazol-1-yl]piperidine FC=1C(=CC2=C(N(C(N2C)=O)C2CNCCC2)C1)C1CCNCC1